6-ethyl-4-(1-methyl-2-oxo-5-phenyl-1,2-dihydropyridin-4-yl)-1-tosyl-2-(1-(trifluoromethyl)-1H-pyrazol-4-yl)-1,6-dihydro-7H-pyrrolo[2,3-c]pyridin-7-one C(C)N1C(C2=C(C(=C1)C1=CC(N(C=C1C1=CC=CC=C1)C)=O)C=C(N2S(=O)(=O)C2=CC=C(C)C=C2)C=2C=NN(C2)C(F)(F)F)=O